NC1=C2C(=NC=N1)N(N=C2)C(C)C=2C(=C(C(=C(C2)Cl)C)C2=CC(=NC=C2)C(=O)O)OC 4-{3-[1-(4-amino-1H-pyrazolo[3,4-d]pyrimidin-1-yl)ethyl]-5-chloro-2-methoxy-6-methylphenyl}pyridine-2-carboxylic acid